4-(((trans)-4-(quinolin-6-yl)cyclohexyl)oxy)-1H-1,2,3-triazole-5-carboxylic acid N1=CC=CC2=CC(=CC=C12)[C@@H]1CC[C@H](CC1)OC=1N=NNC1C(=O)O